4-chloro-7H-pyrrolo[2,3-d]Pyridine ClC1=C2C(CC=N1)=NC=C2